The molecule is a 2-acyl-1-alkyl-sn-glycero-3-phosphocholine in which the alkyl and the acyl groups at positions 1 and 2 are specified as hexadecyl and 8-carboxyoctanoyl respectively. It has a role as a PPARgamma agonist. It derives from a nonanedioic acid. It is a conjugate acid of a 1-O-hexadecyl-2-(8-carboxyoctanoyl)-sn-glycero-3-phosphocholine(1-). CCCCCCCCCCCCCCCCOC[C@H](COP(=O)([O-])OCC[N+](C)(C)C)OC(=O)CCCCCCCC(=O)O